ClC1=NC=2CC(CCC2C=C1C#N)C 2-chloro-7-methyl-5,6,7,8-tetrahydroquinoline-3-carbonitrile